C1(CCCCC1)C(=C)C(CCC=C)=O 2-cyclohexylheptan-1,6-dien-3-one